F[C@H]1CC2=CC(CN2C1)F (2S)-2,6-difluoro-tetrahydro-1H-pyrrolizine